N-(3-(chloromethyl)-1,2,4-thiadiazol-5-yl)-4-(3-methoxyphenyl)-5-methylfuran-2-carboxamide ClCC1=NSC(=N1)NC(=O)C=1OC(=C(C1)C1=CC(=CC=C1)OC)C